N-((S)-1-(4-chloro-2-fluorophenyl)ethyl)-2-(2,6-dioxopiperidin-3-yl)-1-oxoisoindoline-5-carboxamide ClC1=CC(=C(C=C1)[C@H](C)NC(=O)C=1C=C2CN(C(C2=CC1)=O)C1C(NC(CC1)=O)=O)F